COC=1C=C2C(=C(C=NC2=CC1)C(=O)N1CCC(CC1)OC)N1CCC(CC1)OC (6-methoxy-4-(4-methoxypiperidin-1-yl)quinolin-3-yl)(4-methoxypiperidin-1-yl)methanone